ClC1=CC=C(C=C1)NC=1C(C(C1NCCC1=C(C=CC=C1)OC)=O)=O 3-[(4-Chlorophenyl)amino]-4-{[2-(2-methoxyphenyl)ethyl]amino}cyclobut-3-ene-1,2-dione